N[C@H](COCCNC(C1=C(C=C(C=C1)NC=1C=2N(C=CN1)C(=CN2)C=2C(=NN(C2)CCF)C(F)(F)F)CC)=O)C N-[2-[(2S)-2-aminopropoxy]ethyl]-2-ethyl-4-[[3-[1-(2-fluoroethyl)-3-(trifluoromethyl)pyrazol-4-yl]imidazo[1,2-a]pyrazin-8-yl]amino]benzamide